COC(=O)C1CC2C(N(C1C1=CC=C(C=C1)N)C(C1=C(C=CC=C1C)F)=O)CCC2 methyl-2-(4-aminophenyl)-1-(2-fluoro-6-methyl-benzoyl)-2,3,4,4a,5,6,7,7a-octahydro-cyclopenta[b]pyridine-3-carboxylate